dichlorodimethyl-mercaptoimidazole cobalt (II) [Co+2].ClC(C=1N=C(NC1C)S)Cl